C(O)(O)=O.C1(CC(C(CC1)C(C)C)C(CO)O)C (-)-Menthylethylenglycol carbonat